ClC1=C(C=C2C=C(N=CC2=C1)NC(=O)[C@@H]1C[C@]12C(C2)(F)F)N2CCN(CC2)[C@@]2(COC[C@@H]2O)C (1R,3R)-N-(7-chloro-6-(4-((3R,4R)-4-hydroxy-3-methyltetrahydrofuran-3-yl)piperazin-1-yl)isoquinolin-3-yl)-4,4-difluorospiro[2.2]pentane-1-carboxamide